4-(2-hydroxypropan-2-yl)-3-(1H-benzimidazol-5-yl)benzoic acid OC(C)(C)C1=C(C=C(C(=O)O)C=C1)C1=CC2=C(NC=N2)C=C1